2-Bromo-5-(1-bromoethyl)pyridine BrC1=NC=C(C=C1)C(C)Br